3',4'-Didehydro-β,γ-caroten-16'-oic acid CC1(C)CCCC(C)=C1\C=C\C(\C)=C\C=C\C(\C)=C\C=C\C=C(/C)\C=C\C=C(/C)\C=C\C1C(=C)C=CC[C@]1(C)C(=O)O